C(CCCCC)(=O)NCC(=O)O hexanoylglycine